(R)-1-isopropyl-4-(3-(3-(methylamino)-1-(thiophen-3-yl)propoxy)phenyl)-1,4-diazepan-5-one C(C)(C)N1CCN(C(CC1)=O)C1=CC(=CC=C1)O[C@H](CCNC)C1=CSC=C1